C(C)C1(COC(OC1)=O)C 5-ethyl-5-methyl-1,3-dioxan-2-one